8-(6-tert-butyl-5-fluoropyridin-3-yl)-3-[(methylsulfanyl)methyl]-6-oxo-2H,3H,4H,6H-pyrimido[2,1-b][1,3]oxazine-7-carbonitrile C(C)(C)(C)C1=C(C=C(C=N1)C=1N=C2OCC(CN2C(C1C#N)=O)CSC)F